4-[(2R)-3-(3,4-dihydro-1H-isoquinolin-2-yl)-2-hydroxy-propyl]-6-fluoro-8-hydroxy-2,3-dihydro-1,4-benzoxazepin-5-one C1N(CCC2=CC=CC=C12)C[C@H](CN1CCOC2=C(C1=O)C(=CC(=C2)O)F)O